N-[(S)-(2,3,4,5,6-pentafluorophenoxy)phenoxyphosphono]-L-alanine isopropyl ester C(C)(C)OC([C@@H](N[P@](=O)(OOC1=CC=CC=C1)OOC1=C(C(=C(C(=C1F)F)F)F)F)C)=O